N1=CN=C(C2=C1NC=C2)N2C[C@H]1CC[C@@H](C2)N1C([C@H](CNC(C)C)C1=CC=C(C=C1)Cl)=O (S)-1-((1R,5S)-3-(7H-pyrrolo[2,3-d]pyrimidin-4-yl)-3,8-diazabicyclo[3.2.1]oct-8-yl)-2-(4-chlorophenyl)-3-(isopropylamino)propan-1-one